FC(C1=CC=C2C(=N1)COCC21NCCC1)(F)F 2-(trifluoromethyl)-6H,8H-spiro[pyrano[3,4-b]pyridine-5,2'-pyrrolidine]